N-((2-bromo-3,4,5,6-tetrafluorophenyl)sulfonyl)-N-((4-(trifluoromethyl)pyridin-3-yl)methyl)glycine BrC1=C(C(=C(C(=C1F)F)F)F)S(=O)(=O)N(CC(=O)O)CC=1C=NC=CC1C(F)(F)F